CC1=CC(=NC=C1)C=O 4-methyl-2-pyridineformaldehyde